methyl 3-bromoazetidine-1,3-dicarboxylate BrC1(CN(C1)C(=O)OC)C(=O)[O-]